N-(3-Cyclobutoxy-4-(4-methylpiperazin-1-yl)phenyl)-7-((tetrahydrofuran-2-yl)methyl)-7H-pyrrolo[2,3-d]pyrimidin-2-amine C1(CCC1)OC=1C=C(C=CC1N1CCN(CC1)C)NC=1N=CC2=C(N1)N(C=C2)CC2OCCC2